ClC=1C(=NC=CC1)C(=O)NCC1CC(C1)(F)F 3-chloro-N-((3,3-difluorocyclobutyl)methyl)pyridineamide